4-(azetidin-3-ylmethoxy)-N-(2-(1-methyl-2,6-dioxopiperidin-3-yl)-1-oxoisoindolin-5-yl)benzamide N1CC(C1)COC1=CC=C(C(=O)NC=2C=C3CN(C(C3=CC2)=O)C2C(N(C(CC2)=O)C)=O)C=C1